CNC(CC(=O)O)C 3-(METHYLAMINO)BUTANOIC ACID